p-methoxyphenyl isocyanate COC1=CC=C(C=C1)N=C=O